C(C)[C@@]1(CC[C@@]2([C@H]3CC[C@@]4([C@H](C[C@H]([C@H]4[C@@H]3CC[C@H]2C1)C)[C@H](C)CC[C@@](C(F)(F)F)(C)O)C)C)O (3S,5S,8R,9S,10S,13R,14S,15R,17R)-3-ethyl-10,13,15-trimethyl-17-((2R,5R)-6,6,6-trifluoro-5-hydroxy-5-methylhexan-2-yl)hexadecahydro-1H-cyclopenta[a]phenanthren-3-ol